C1(CCCC1)C1(NC(=CC=C1NC(C)CC)C=1C=NC=CC1)N 2-cyclopentyl-6-(3-pyridinyl)-N3-sec-butylpyridine-2,3-diamine